BrC1=CC=C(C(=C1)NCC(F)F)N 5-bromo-N1-(2,2-difluoroethyl)benzene-1,2-diamine